2-cyclopropyl-5-(1-methylcyclopropyl)pyrazole-3-carboxylic acid ethyl ester C(C)OC(=O)C=1N(N=C(C1)C1(CC1)C)C1CC1